O1CC(C1)C=1N=C(C=2OCCNC2N1)N (oxetan-3-yl)-6,7-dihydropyrimido[5,4-b][1,4]oxazin-4-amine